11-chloroeicosyl-3-oxaundecane-1-sulfonic acid ClC(CCCCCCCCCCC(COCCCCCCCC)S(=O)(=O)O)CCCCCCCCC